2-((4-(bis(4-chlorophenyl)methyl)piperazin-1-yl)methyl)-4-(3-(dimethylamino)pyrrolidin-1-yl)benzonitrile ClC1=CC=C(C=C1)C(N1CCN(CC1)CC1=C(C#N)C=CC(=C1)N1CC(CC1)N(C)C)C1=CC=C(C=C1)Cl